BrC1=CC(=CC=C1COC=1C=NNC1)OC 6-bromo-4-(4-methoxybenzyloxy)-1H-pyrazole